(S)-4-((R)-3-(2-(5,6,7,8-Tetrahydro-1,8-naphthyridin-2-yl)ethyl)pyrrolidin-1-yl)-3-(3-(((R)-tetrahydrofuran-2-yl)methoxy)phenyl)butanoic acid N1=C(C=CC=2CCCNC12)CC[C@H]1CN(CC1)C[C@@H](CC(=O)O)C1=CC(=CC=C1)OC[C@@H]1OCCC1